(S)-4-(cyclopropyl(4-(5,6,7,8-tetrahydro-1,8-naphthyridin-2-yl)butyl)amino)-2-(((2-ethylbutoxy)carbonyl)amino)butanoic acid C1(CC1)N(CC[C@@H](C(=O)O)NC(=O)OCC(CC)CC)CCCCC1=NC=2NCCCC2C=C1